FC1=CC(=C2C=CNC2=C1)N(C(OC(C)(C)C)=O)C1CCN(CC1)C tert-butyl (6-fluoro-1H-indol-4-yl)(1-methylpiperidin-4-yl)carbamate